C1(=C(C=CC=C1)S(=O)(=O)N1CCC2(CC(CO2)NC[C@@H](COC=2C=C(C=CC2)S(=O)(=O)NC)O)CC1)C1=CC=CC=C1 3-((2S)-3-(8-(biphenyl-2-ylsulfonyl)-1-oxa-8-azaspiro[4.5]decan-3-ylamino)-2-hydroxypropoxy)-N-methylbenzenesulfonamide